(E)-5-chloro-2-(2-fluoro-4-isopropyl-3,5-dimethoxystyryl)pyridine ClC=1C=CC(=NC1)\C=C\C1=C(C(=C(C(=C1)OC)C(C)C)OC)F